The molecule is a carotenol obtained by formal hydration across the double bonds a position 1 of neurosporene. It has a role as a bacterial metabolite. It is a carotenol and a tertiary alcohol. It derives from a neurosporene. CC(=CCC/C(=C/C=C/C(=C/C=C/C(=C/C=C/C=C(\\C)/C=C/C=C(\\C)/CC/C=C(\\C)/CCCC(C)(C)O)/C)/C)/C)C